(1-aminomethyl)-1-methyl-2-phenylquinolin-4(1H)-one hydrochloride Cl.NCC1=C(N(C2=CC=CC=C2C1=O)C)C1=CC=CC=C1